ClC1=CC(=C(C#N)C=C1)NC1=C(C=CC=C1)Cl 4-chloro-2-((2-chlorophenyl)amino)benzonitrile